(2S)-2-amino-2-(4-methylcyclohexyl)-N-[1-[(2-oxo-1H-pyridin-3-yl)methyl]pyrazol-4-yl]acetamide, hydrochloride Cl.N[C@H](C(=O)NC=1C=NN(C1)CC=1C(NC=CC1)=O)C1CCC(CC1)C